(R)-1-(perfluorophenyl)ethane-1,2-diol cerium-holmium [Ho].[Ce].FC1=C(C(=C(C(=C1F)F)F)F)[C@H](CO)O